BrCC1=CC=C(C(=O)NC(C)C)C=C1 4-(bromomethyl)-N-isopropylbenzamide